2-{3-[2-(piperidin-2-yl)ethynyl]pyridin-4-yl}-1H,5H,6H,7H-pyrrolo[3,2-c]pyridin-4-one N1C(CCCC1)C#CC=1C=NC=CC1C1=CC=2C(NCCC2N1)=O